C(#N)C1=CC=C(C=C1)C1=NN(C=C1C(=O)O)C1=CC=C(C=C1)OC 3-(4-cyanophenyl)-1-(4-methoxyphenyl)-1H-pyrazole-4-carboxylic acid